NC1=C2N=CN(C2=NC(=N1)C1=CC=C(C=C1)C(F)(F)F)C1CCC(CC1)C(=O)NC1=CC(=CC=C1)OC 4-{6-amino-2-[4-(trifluoromethyl)phenyl]-9H-purin-9-yl}-N-(3-methoxyphenyl)cyclohexanecarboxamide